N,N-di-p-tolyl-2,6-pyridinedicarboxamide C1(=CC=C(C=C1)N(C(=O)C1=NC(=CC=C1)C(=O)N)C1=CC=C(C=C1)C)C